Difluorenylmethyl-2'-O-(tert-butyldimethylsilyl)-3'-deoxy-3',4'-didehydrocytidine-5'-phosphate P(=O)(O)(O)OCC1=C[C@H]([C@@](O1)(N1C(=O)N=C(N)C=C1)C(C1=CC=CC=2C3=CC=CC=C3CC12)C1=CC=CC=2C3=CC=CC=C3CC12)O[Si](C)(C)C(C)(C)C